6-Methoxy-3-methyl-5-(trifluoromethyl)picolinic acid COC1=C(C=C(C(=N1)C(=O)O)C)C(F)(F)F